CSCCCCCCCCCCCC 1-methylsulfanyldodecane